3-(2-chloro-7-methyl-4-morpholinothieno[3,2-d]pyrimidin-6-yl)oxetan-3-ol ClC=1N=C(C2=C(N1)C(=C(S2)C2(COC2)O)C)N2CCOCC2